C(C)(=O)NCC[C@@H](C(=O)OC)O methyl (2S)-4-acetamido-2-hydroxy-butanoate